CN1C=CC2=C(C=CC=C12)C 1-methyl-4-methyl-indole